N1CCC(CC1)NC1=C2C(=NC=C1)C=CS2 N-(piperidine-4-yl)thieno[3,2-b]pyridine-7-amine